C1(=CC=C(C=C1)C1=NC2=C(C(O1)=O)C=CC=C2)C2=NC1=C(C(O2)=O)C=CC=C1 2,2'-benzene-1,4-diylbis(4h-3,1-benzoxazin-4-one)